NC1=NC2=CC(=CC=C2C=C1C1CC1)CC[C@@]12[C@H]([C@H]([C@@H]([C@H]2C1)N1C=CC2=C1N=CN=C2N)O)O (1r,2r,3s,4r,5s)-1-(2-(2-amino-3-cyclopropylquinolin-7-yl)ethyl)-4-(4-amino-7H-pyrrolo[2,3-d]pyrimidin-7-yl)bicyclo[3.1.0]hexane-2,3-diol